C1(CC1)C1=CC(=C(C=C1)NC1=CC(=NC=C1C(=O)NOCC)NC1=NN(C=C1)C)NS(=O)(=O)C 4-((4-cyclopropyl-2-(N-methylsulphonylamino)phenyl)amino)-N-ethoxy-6-((1-methyl-1H-pyrazol-3-yl)amino)nicotinamide